ethyl-tertbutyl ether C(C)OC(C)(C)C